C1(C=CCCC1)C(CC1OC(C2=C(S1)C=CC=C2)=O)=O 2-(2-(cyclohex-2-en-1-yl)-2-oxoethyl)-4H-benzo[d][1,3]oxathiin-4-one